C(C)S(=O)(=O)OC=1C=CC2=C(C(CO2)(C)C)C1 2,3-dihydro-3,3-dimethylbenzofuran-5-yl ethanesulfonate